N-[2-(3-Fluoropyridin-2-yl)-[1,3]thiazolo[5,4-c]pyridin-6-yl]-5-(morpholin-4-yl)-6-[(pyrrolidin-1-yl)methyl]pyridin-2-amine FC=1C(=NC=CC1)C=1SC=2C=NC(=CC2N1)NC1=NC(=C(C=C1)N1CCOCC1)CN1CCCC1